N1=CC=CC2=CC=CC(=C12)NC(=O)C1=CC=C(C=C1)C1=CC=CC=C1 N-(8-quinolinyl)-[1,1'-biphenyl]-4-carboxamide